COCC1=C(N=CC=2NC3=CC=CC(=C3C21)OCC2=NC=CC=C2)C(=O)NC 4-(methoxymethyl)-N-methyl-5-(pyridin-2-ylmethoxy)-9H-pyrido[3,4-b]indole-3-carboxamide